N[C@H]1C[C@H](CCC1)N1C=CC2=CC(=CC=C12)C#N 1-((1S,3R)-3-aminocyclohexyl)-1H-indole-5-carbonitrile